N-(4-nitrophenyl)propionamide [N+](=O)([O-])C1=CC=C(C=C1)NC(CC)=O